N-(azetidin-3-yl)-4-((2R,4s,6S)-2-cyano-7-((5-cyclopropyl-7-methyl-1H-indol-4-yl)methyl)-7-azaspiro[3.5]nonan-6-yl)benzamide N1CC(C1)NC(C1=CC=C(C=C1)[C@@H]1CC2(CC(C2)C#N)CCN1CC1=C2C=CNC2=C(C=C1C1CC1)C)=O